2-(2'-Hydroxyphenyl)Benzimidazole OC1=C(C=CC=C1)C=1NC2=C(N1)C=CC=C2